COC(C1=C(C=C(C=C1)F)OC=1C=C2C(=NC1Cl)N(C=C2F)COCC[Si](C)(C)C)=O 2-((6-Chloro-3-fluoro-1-((2-(trimethylsilyl)ethoxy)methyl)-1H-pyrrolo[2,3-B]pyridin-5-yl)oxy)-4-fluorobenzoic acid methyl ester